3-cyclopentyl-N6-(1-ethylpropyl)-N8-(2-pyridylmethyl)-[1,2,4]triazolo[4,3-b]pyridazine-6,8-diamine C1(CCCC1)C1=NN=C2N1N=C(C=C2NCC2=NC=CC=C2)NC(CC)CC